C(C1=CC=CC=C1)OC(=O)NCCCN(C(OC(C)(C)C)=O)C1CCC(CC1)C(F)(F)C1=CC(=NC(=C1)Cl)Cl Tert-butyl N-[3-(benzyloxycarbonylamino)propyl]-N-[4-[(2,6-dichloro-4-pyridyl)-difluoro-methyl]cyclohexyl]carbamate